C(C)(C)(C)N1N=C(C=C1C)NC1=CC(=C(C(=N1)C[C@@]1(C[C@H](N(CC1)CC1=C(C(=CC=C1)Cl)F)C)C(=O)OC(C)(C)C)F)C(C(C)C)=O tert-butyl (2R,4R)-4-((6-((1-(tert-butyl)-5-methyl-1H-pyrazol-3-yl) amino)-3-fluoro-4-isobutyrylpyridin-2-yl) methyl)-1-(3-chloro-2-fluorobenzyl)-2-methylpiperidine-4-carboxylate